ethyl 4-(1,4-diazepan-1-yl)-8-oxo-1,3,5,11-tetrazatetracyclo[8.7.0.02,7.012,17]-heptadeca-2,4,6,9,12(17),13,15-heptaene-9-carboxylate N1(CCNCCC1)C=1N=C2N3C=4C=CC=CC4NC3=C(C(C2=CN1)=O)C(=O)OCC